FC1=NC(=CC=C1)C1CC1 2-fluoro-6-(cyclopropyl)pyridine